CC1CC(CNC1)N 5-methyl-piperidin-3-ylamine